NC1=CC=CC(=N1)S(=O)(=O)NC(=O)C=1C(=NC(=CC1)C=1C=NC(=CC1)OC(C)C)N1CC(CC1)CC1=CC=CC=C1 N-[(6-Amino-2-pyridyl)sulfonyl]-2-(3-benzylpyrrolidin-1-yl)-6-(6-isopropoxy-3-pyridyl)pyridin-3-carboxamid